C(CCCCCCC)OC(CCC(=O)OCCCCCCN(CCCCCOC(=O)OCCCCCCC(C(F)(F)F)(F)F)CCO)OCCCCCCCC 6-((2-hydroxyethyl)(5-((((7,7,8,8,8-pentafluorooctyl)oxy)carbonyl)oxy)pentyl)amino)hexyl 4,4-bis(octyloxy)butanoate